CC1(C(C1(C)C)C(=O)NC1=NC=C(C=C1)N1N=CC=C1)C 2,2,3,3-tetramethyl-N-(5-pyrazol-1-yl-2-pyridinyl)cyclopropanecarboxamide